2-(2-methylpiperidino)-2,4,6-trimethylcyclotrisiloxane CC1N(CCCC1)[Si]1(O[SiH](O[SiH](O1)C)C)C